CC(=CCC/C(=C/CC1=C(C(=C(C=C1O)O)C(=O)C2=CC=CC=C2)O)/C)C The molecule is a member of the class of benzophenones that is benzophenone substituted by a geranyl group at position 3 and hydroxy groups at positions 2, 4 and 6 respectively. Isolated from Leontonyx and Garcinia vieillardii, it exhibits a significant antileishmanial activity. It has a role as a metabolite and an antileishmanial agent. It is a member of benzophenones and a polyphenol.